2-((1S,3S)-1-(4-(((1S,3R,5S)-adamantan-1-yl) amino) phenyl)-3-butyl-1,3,4,9-tetrahydro-2H-pyrido[3,4-b]indol-2-yl)-2-oxoethyl acetate C(C)(=O)OCC(=O)N1[C@H](C=2NC3=CC=CC=C3C2C[C@@H]1CCCC)C1=CC=C(C=C1)NC12CC3CC(CC(C1)C3)C2